6-((1H-indazol-4-yl)methyl)-4-methyl-2-((5-(trifluoromethyl)-1H-pyrazol-3-yl)methyl)-4,6-dihydro-5H-thiazolo[5',4':4,5]pyrrolo[2,3-d]pyridazin-5-one N1N=CC2=C(C=CC=C12)CN1N=CC2=C(C1=O)N(C1=C2SC(=N1)CC1=NNC(=C1)C(F)(F)F)C